margaroyl chloride C(CCCCCCCCCCCCCCCC)(=O)Cl